1-(4-{4-[(5-Nitrofuran-2-yl)methyl]piperazin-1-yl}phenyl)ethan-1-one [N+](=O)([O-])C1=CC=C(O1)CN1CCN(CC1)C1=CC=C(C=C1)C(C)=O